(1R*,3S*,5S*)-8-Azabicyclo[3.2.1]octane-3-sulfonamide Hydrochloride Cl.[C@H]12CC(C[C@H](CC1)N2)S(=O)(=O)N |o1:1,5|